2-(7-chloro-8-chloro-4,5-dihydropyrrolo[1,2-a]quinoxalin-4-yl)aniline ClC=1C=C2NC(C=3N(C2=CC1Cl)C=CC3)C3=C(N)C=CC=C3